(2R)-2-Amino-3-hydroxy-N-[4-(1H-pyrrolo[2,3-b]pyridin-4-yl)phenyl]propenamide NC(C(=O)NC1=CC=C(C=C1)C1=C2C(=NC=C1)NC=C2)=CO